ClC1=NN(C=C1C(=O)N1[C@@H](C2=C(CC1)NC=N2)C=2SC1=C(N2)C(=CC=C1)F)CC(F)F (S)-(3-chloro-1-(2,2-difluoroethyl)-1H-pyrazol-4-yl)(4-(4-fluorobenzo[d]thiazol-2-yl)-6,7-dihydro-1H-imidazo[4,5-c]pyridin-5(4H)-yl)methanone